methyl 4-{3-[(3,5-difluorophenyl)methoxy]-5-fluoropyridin-2-yl}-5-(2-hydroxyethyl)thiophene-2-carboxylate FC=1C=C(C=C(C1)F)COC=1C(=NC=C(C1)F)C=1C=C(SC1CCO)C(=O)OC